2-chloro-N-cyclopentyl-4-(1-((4-((S)-5-isopropyl-2-oxoimidazolidin-1-yl)pyrimidin-2-yl)amino)ethyl)benzamide ClC1=C(C(=O)NC2CCCC2)C=CC(=C1)C(C)NC1=NC=CC(=N1)N1C(NC[C@@H]1C(C)C)=O